4-((4-(dimethylamino)phenyl)amino)imidazo[1,5-a]pyrido[4,3-e]pyrazine-3-carboxylic acid CN(C1=CC=C(C=C1)NC=1C=2N(C3=C(N1)C=CN=C3)C=NC2C(=O)O)C